ClC1=CC=NC2=CC(=CC=C12)C1=C(C=C(C(=O)N2[C@@H]3CN(C[C@H]2C3)C(=O)OC(C)(C)C)C=C1)F tert-butyl (1R,5S)-6-(4-(4-chloroquinolin-7-yl)-3-fluorobenzoyl)-3,6-diazabicyclo[3.1.1]heptane-3-carboxylate